ClC=1C=CC=C2C=CCN(C12)C1=CC(=CC=C1)Cl 8-chloro-N-(3-chlorophenyl)quinolin